C(C)S(=O)(=O)N1CCC(CC1)NC1=NC=C(C(=N1)C=1C=C2C=CC=NC2=C(C1)F)F N-(1-(ethylsulfonyl)piperidin-4-yl)-5-fluoro-4-(8-fluoroquinolin-6-yl)pyrimidin-2-amine